C1(CC1)NC(=O)C1=CC(=C(C=C1)C=1C=C2C=NC(=NC2=CC1)N[C@H]1[C@H](CCC1)NC(OC(C)(C)C)=O)OC tert-butyl ((1S,2R)-2-((6-(4-(cyclopropylcarbamoyl)-2-methoxyphenyl)quinazolin-2-yl)amino)cyclopentyl)carbamate